O1COC2=C1C=CC=C2CN(CC2=CC(=NC=C2)N2CCCCC2)CC N-(1,3-Benzodioxol-4-ylmethyl)-N-[[2-(1-piperidinyl)-4-pyridinyl]methyl]ethylamine